N-(4-(4-amino-1-(1-isobutyrylpiperidin-4-yl)-1H-pyrazolo[3,4-d]pyrimidin-3-yl)phenyl)-6-(azetidin-1-ylmethyl)-5-chloro-1-(4-fluorophenyl)-2-oxo-1,2-dihydropyridine-3-carboxamide NC1=C2C(=NC=N1)N(N=C2C2=CC=C(C=C2)NC(=O)C=2C(N(C(=C(C2)Cl)CN2CCC2)C2=CC=C(C=C2)F)=O)C2CCN(CC2)C(C(C)C)=O